4-(4-dimethylamino-1-piperidinyl)aniline CN(C1CCN(CC1)C1=CC=C(N)C=C1)C